FC(COC1=NC(=CC=C1S(=O)(=O)N1[C@@H](CCC1)C(=O)OC)C)(CCC=O)F Methyl ((2-((2,2-difluoro-5-oxopentyl)oxy)-6-methylpyridin-3-yl)sulfonyl)-L-prolinate